[Cl-].[Cl-].C(C)(C)(C)C1=CC=C(C=C1)C1=C2C=C(C(C2=CC=C1)[Zr+2])CC (4-(4-(tert-butyl)phenyl)-2-ethyl-1H-inden-1-yl)zirconium dichloride